S1C=C(C=C1)/C=C/C(=O)O (E)-3-(thiophen-3-yl)acrylic acid